C(=O)O.C(#N)C1=CC=C(C=N1)C1=C(C(=NC=C1C1=CC(=C(C=C1)OC)O)N1CCC(CC1)NCC1=CC=C(C=C1)/C=C/C(=O)NO)C (E)-3-(4-(((1-(6-Cyano-5'-(3-hydroxy-4-methoxyphenyl)-3'-methyl-[3,4'-bipyridin]-2'-yl)piperidin-4-yl)amino)methyl)phenyl)-N-hydroxyacrylamide formate